C(C)N(C1=C(C=CC(=C1)NCC1=CC=C(C=C1)C(F)(F)F)NC(CCCCCCC)=O)CC N-(2-(Diethylamino)-4-((4-(trifluoromethyl)benzyl)amino)phenyl)octanamid